C(C)(C)(C)OC(=O)N1C(CCC1)C1=CC2=C(NC(N2C)=O)C=C1 (3-methyl-2-oxo-1H-benzimidazol-5-yl)pyrrolidine-1-carboxylic acid tert-butyl ester